4-benzyloxy-1-(3,5-difluoro-2-pyridyl)-6-pent-4-enyl-pyrazolo[3,4-d]pyrimidine C(C1=CC=CC=C1)OC1=C2C(=NC(=N1)CCCC=C)N(N=C2)C2=NC=C(C=C2F)F